[Si].[Al].[Ga] gallium-aluminum silicon